N1C(NC(C2CNC3CCCNC3C21)=O)=O decahydropyrimido[5,4-c][1,5]naphthyridine-2,4-dione